[1-(2,6-dioxo-3-piperidyl)-3-methyl-2-oxo-benzimidazol-5-yl]Butyric acid O=C1NC(CCC1N1C(N(C2=C1C=CC(=C2)C(C(=O)O)CC)C)=O)=O